methyl (4-chloro-2-(methylthio)pyrimidin-5-yl)methyl(4-methoxyphenyl)carbamate ClC1=NC(=NC=C1CN(C(OC)=O)C1=CC=C(C=C1)OC)SC